2,2-difluoroacetic acid (2,2-difluoroacetyl) ester FC(C(=O)OC(C(F)F)=O)F